2-((1S,3S)-3-((2-chloro-3-(1-methyl-1H-indazol-5-yl)-5-nitro-1-((2-(trimethylsilyl)ethoxy)methyl)-1H-pyrrolo[2,3-b]pyridin-4-yl)amino)cyclobutyl)acetonitrile ClC1=C(C=2C(=NC=C(C2NC2CC(C2)CC#N)[N+](=O)[O-])N1COCC[Si](C)(C)C)C=1C=C2C=NN(C2=CC1)C